BrC=1C=2CCC2C(=C2CCC12)N 7-bromotricyclo[6.2.0.03,6]Dec-1,3(6),7-trien-2-amine